FC=1C=CC(=CC1)C(=O)OO 4-fluoroperbenzoic acid